C(C)(C)N1C(=NN=C1)C1=CC=CC(=N1)N1C(N(CC1)C=1C=CC(=NC1)C(=O)NC)=O 5-(3-(6-(4-isopropyl-4H-1,2,4-triazol-3-yl)pyridin-2-yl)-2-oxoimidazolidin-1-yl)-N-methylpyridine-2-carboxamide